(2S)-1-(1H-indol-3-yl)propan-2-amine N1C=C(C2=CC=CC=C12)C[C@H](C)N